CN(C1CCC(CC1)NC1=NC(=NC2=CC(=C(C=C12)OC)OCCCN1CCCC1)C#N)C 4-((4-(dimethylamino)cyclohexyl)amino)-6-methoxy-7-(3-(pyrrolidin-1-yl)propoxy)quinazoline-2-carbonitrile